NC=1C(=C(C=C2C=C(N=CC12)NC(=O)NC(CC#N)C)C=1C=NC=CC1C)F 1-(8-amino-7-fluoro-6-(4-methylpyridin-3-yl)isoquinolin-3-yl)-3-(1-cyanopropan-2-yl)urea